C(C1=CC=CC=C1)N1C(C(CC2=CC=CC=C12)C)=O 1-benzyl-3-methyl-3,4-dihydroquinolin-2(1H)-one